(4-(difluoromethyl)-4,5,6,7-tetrahydropyrazolo[1,5-a]pyridin-2-yl)methyl ((2-(2,6-dioxopiperidin-3-yl)-4-fluoro-3-oxoisoindolin-5-yl)methyl)carbamate O=C1NC(CCC1N1CC2=CC=C(C(=C2C1=O)F)CNC(OCC1=NN2C(C(CCC2)C(F)F)=C1)=O)=O